1-((1,4,5,7-tetrahydropyrano[3,4-c]pyrazol-3-yl)methyl)urea N1N=C(C2=C1COCC2)CNC(=O)N